COC1=C(C=CC(=C1)OC)CN(CC[C@@H](C)NC(=O)C1=CC2=CC=CC(=C2C=C1)OC1=CC=C(C=C1)C(F)(F)F)C N-[(1R)-3-[(2,4-dimethoxyphenyl)methyl-methyl-amino]-1-methylpropyl]-5-[4-(trifluoromethyl)phenoxy]naphthalene-2-carboxamide